C(C)(C)C=1SC2=C(N1)C=C(C=C2)C(C)=O 1-(2-isopropylbenzo[d]thiazol-5-yl)ethan-1-one